C(C)(C)(C)OC(=O)N1CCC2(CC(C2)OC2=C(C(=CC=C2)Br)C(F)(F)F)CC1.BrC1=NC=CC=C1C(F)F 2-bromo-3-(difluoromethyl)pyridine tert-butyl-2-[3-bromo-2-(trifluoromethyl)phenoxy]-7-azaspiro[3.5]nonane-7-carboxylate